(1-aminoethyl)-6-methyl-2-(2-methylindazol-5-yl)chromen-4-one NC(C)C1=C(OC2=CC=C(C=C2C1=O)C)C1=CC2=CN(N=C2C=C1)C